C(C)(C)C1=CNC2=CC=C(C=C12)C1CNCC1 3-isopropyl-5-(pyrrolidin-3-yl)-1H-indole